C(#N)CC1CCC(CC1)N1C(=NC=2C1=C1C(=NC2)N(C=C1)S(=O)(=O)C1=CC=CC=C1)CNC(OC(C)(C)C)=O tert-butyl ((1-((1r,4r)-4-(cyanomethyl)cyclohexyl)-6-(phenylsulfonyl)-1,6-dihydroimidazo[4,5-d]pyrrolo[2,3-b]pyridin-2-yl)methyl)carbamate